O1C(=CC2=C1C=CC=C2)C(C(=O)N)=C benzofuranyl-acrylamide